COC1=C(C=C(C(=O)O)C=C1)S(NC1=C(C=CC(=C1)C(F)(F)F)N1CC(CCC1)OC)(=O)=O 4-methoxy-3-(N-(2-(3-methoxypiperidin-1-yl)-5-(trifluoromethyl)phenyl)sulfamoyl)benzoic acid